ClC1=NC(=C(C=2N=C(N=C(C21)N2CC(C2)(O)C)SC)F)Cl 1-(5,7-dichloro-8-fluoro-2-(methylthio)pyrido[4,3-d]pyrimidine-4-yl)-3-methylazetidin-3-ol